C(N)(=O)C=1C(=NC(=C(N1)CC)C1CC1)NC1=CC(=NC=C1)CCNC([C@H](C)N(C(OC(C)(C)C)=O)C)=O (S)-tert-butyl (1-((2-(4-((3-carbamoyl-6-cyclopropyl-5-ethylpyrazin-2-yl)amino)pyridin-2-yl)ethyl)amino)-1-oxopropan-2-yl)(methyl)carbamate